(R)-1-(((2-chloroquinolin-3-yl)methyl)amino)butan-2-ol ClC1=NC2=CC=CC=C2C=C1CNC[C@@H](CC)O